C(C)(=O)OC1CCN(CC1)C1=C(C=C(C=C1)N)F (1-(4-amino-2-fluorophenyl) piperidin-4-yl) acetate